4-[(2R)-2-[3-(4-{2-[ethyl(isopropyl)carbamoyl]-4-fluorophenyl}-1-methyl-1H-indazol-6-yl)azetidin-1-yl]-3-methylbutyl]piperazine-1-carboxylic acid tert-butyl ester C(C)(C)(C)OC(=O)N1CCN(CC1)C[C@@H](C(C)C)N1CC(C1)C1=CC(=C2C=NN(C2=C1)C)C1=C(C=C(C=C1)F)C(N(C(C)C)CC)=O